C1=CC=CC=2C3=CC=CC=C3C(C12)COC(=O)N[C@H](C(=O)O)CC1=CC=C(C=C1)C1=CC=C(C=C1)NC(C)=O (S)-2-((((9H-fluoren-9-yl)methoxy)carbonyl)amino)-3-(4'-acetamido-[1,1-biphenyl]-4-yl)propanoic acid